IC=1C=CC(=NC1OC)C1(CC(C1)=C)C#N 1-(5-iodo-6-methoxypyridin-2-yl)-3-methylenecyclobutane-1-carbonitrile